N-(2-carbamoyl-4,6-dichloro-phenyl)-5-chloro-2-(2,2-difluoroethyl)pyrazole-3-carboxamide C(N)(=O)C1=C(C(=CC(=C1)Cl)Cl)NC(=O)C=1N(N=C(C1)Cl)CC(F)F